CN(C1=CC=C(C=C1)NC(=O)C=1N=C(N2C1CNCC2)C2=CC=CC1=C(C=CC=C21)[N+](=O)[O-])C N-(4-(dimethylamino)phenyl)-3-(5-nitronaphthalen-1-yl)-5,6,7,8-tetrahydroimidazo[1,5-a]Pyrazine-1-carboxamide